5-chloro-4-(trimethylstannyl)isoquinoline ClC1=C2C(=CN=CC2=CC=C1)[Sn](C)(C)C